6-[5,7-difluoro-2-(4-fluorophenyl)-1H-indol-3-yl]spiro[3.3]heptane-2-carboxylic acid FC=1C=C2C(=C(NC2=C(C1)F)C1=CC=C(C=C1)F)C1CC2(CC(C2)C(=O)O)C1